ClCC1=CC(=C(CN2N=CC=3N=C(N=C(C32)NCC3=NOC(=N3)C)N)C=C1)OC 1-(4-(chloromethyl)-2-methoxybenzyl)-N7-((5-methyl-1,2,4-oxadiazol-3-yl)methyl)-1H-pyrazolo[4,3-d]pyrimidine-5,7-diamine